3-Nonene CCC=CCCCCC